6-(3-isopropyl-5-(1-(oxetan-3-yl)piperidin-4-yl)-1H-indol-2-yl)-8-methoxy-7-methyl-[1,2,4]triazolo[1,5-b]pyridazine C(C)(C)C1=C(NC2=CC=C(C=C12)C1CCN(CC1)C1COC1)C=1C(=C(C=2N(N1)N=CN2)OC)C